N-(2-aminoethoxysulfonyl)cyclopropylamine trifluoroacetate salt FC(C(=O)O)(F)F.NCCOS(=O)(=O)NC1CC1